NC1=C(C(=NN1C1CCCCC1)C(=O)NC=1C(=NC=C(C1)NC(CC1=CC=C(C=C1)OC(F)(F)F)=O)F)C(=O)N 5-amino-1-cyclohexyl-N3-(2-fluoro-5-(2-(4-(trifluoromethoxy)phenyl)acetamido)pyridin-3-yl)-1H-pyrazole-3,4-dicarboxamide